S1N=NCC1 4,5-dihydro-1,2,3-thiadiazole